BrC1=CC(=NN1)C(=O)N1CCC(CC1)C(=O)NC1CCC(CC1)C 1-(5-bromo-1H-pyrazole-3-carbonyl)-N-(4-methylcyclohexyl)piperidine-4-carboxamide